O=C1NC(CCC1N1C(C2=CC=CC(=C2C1=O)N1CCC(CC1)CCC(=O)N1CCC(CC1)C1=CC=C(C(=O)NC2=CC3=C(NC(=N3)CN3CCCC3)C=C2)C=C1)=O)=O 4-(1-(3-(1-(2-(2,6-dioxopiperidin-3-yl)-1,3-dioxoisoindolin-4-yl)piperidin-4-yl)propanoyl)piperidin-4-yl)-N-(2-(pyrrolidin-1-ylmethyl)-1H-benzo[d]imidazol-5-yl)benzamide